BrC1=CC2=C3N(N=C2C=C1)C(CNC3)C 9-bromo-4-methyl-1,2,3,4-tetrahydropyrazino[1,2-b]indazole